FC(C)(F)C1=CC(=C(N=N1)OC)CO (6-(1,1-difluoroethyl)-3-methoxypyridazin-4-yl)methanol